(S)-4-((3,3-difluorocyclobutyl)(4-(5,6,7,8-tetrahydro-1,8-naphthyridin-2-yl)butyl)amino)-2-((2-phenylpyrimidin-4-yl)amino)butanoic acid FC1(CC(C1)N(CC[C@@H](C(=O)O)NC1=NC(=NC=C1)C1=CC=CC=C1)CCCCC1=NC=2NCCCC2C=C1)F